3-bromo-N-(2-fluoro-4-(1-methyl-4-(trifluoromethyl)-1H-imidazol-2-yl)benzyl)-1H-1,2,4-triazol-5-amine BrC1=NNC(=N1)NCC1=C(C=C(C=C1)C=1N(C=C(N1)C(F)(F)F)C)F